ClC=1C=CC=2N(C1)C(=CN2)C2=NC=CC(=N2)N2C[C@H](CCC2)C(=O)N (S)-1-(2-(6-chloroimidazo[1,2-a]pyridin-3-yl)pyrimidin-4-yl)piperidine-3-carboxamide